COC(CNC(=O)C1=NC=C(C=C1O)C1=CCN(CC1)S(=O)(=O)C1=CC=C(C=C1)F)=O (5-(1-((4-fluorophenyl)sulfonyl)-1,2,5,6-tetrahydropyridin-4-yl)-3-hydroxy-pyridine-2-carbonyl)glycine methyl ester